C(C)OC(C(C(=O)OCC)(CC)CCBr)=O 2-(2-bromoethyl)-2-ethyl-malonic acid diethyl ester